(R)-2-(tert-Butylamino)-1-(3-fluorophenyl)ethan-1-ol C(C)(C)(C)NC[C@H](O)C1=CC(=CC=C1)F